FC1=C(C=CC(=C1)F)CON1N=C(C=C1)C1CC(N(CC1)CC=1N(C2=C(N1)C=CC(=C2)C(=O)OC)CC=2N(C=NC2)CC)C methyl 2-[[4-[1-[(2,4-difluorophenyl)methoxy]pyrazol-3-yl]-2-methyl-1-piperidyl]methyl]-3-[(3-ethylimidazol-4-yl)methyl]benzimidazole-5-carboxylate